NC1=C(C=C(C=N1)NC(C(N1CC(C1)C1=CC=C(C=C1)C(F)(F)F)=O)=O)C N-(6-amino-5-methylpyridin-3-yl)-2-oxo-2-(3-(4-(trifluoromethyl)phenyl)azetidin-1-yl)acetamide